COC=1C(=C(C(=O)[O-])C(=CC1)C)C 3-methoxy-2,6-dimethylbenzoate